C(C1=CC=CC=C1)NC(=O)C=1N=CC2=CC(=CC=C2C1O)OC1=CC=CC=C1 N-benzyl-4-hydroxy-7-phenoxyisoquinoline-3-carboxamide